1-(2,4,6-trihydroxyphenyl)propan-1-one OC1=C(C(=CC(=C1)O)O)C(CC)=O